[NH4+].ClC1=CC(=C(COC2=NC=C(C(=N2)N2CCC3(CC3C3=NC4=C(N3C[C@H]3OCC3)C=C(C=C4)C(=O)O)CC2)F)C=C1)F 2-(6-{2-[(4-chloro-2-fluorobenzyl)oxy]-5-fluoropyrimidin-4-yl}-6-azaspiro[2.5]oct-1-yl)-1-[(2S)-oxetan-2-ylmethyl]-1H-benzimidazole-6-carboxylic acid ammonium